C1=CC=CC=2OC3=CC=CC=C3CC12 9h-xanthene